ClC1=NC=NC2=CC=C(C=C12)CC(F)(F)F 4-chloro-6-(2,2,2-trifluoroethyl)quinazoline